2-(5-chloro-2-{1-[(1R)-1-(4-chlorophenyl)-7-fluoro-5-[(1S)-1-hydroxy-1-(oxan-4-yl)propyl]-1-methoxy-3-oxo-2,3-dihydro-1H-isoindol-2-yl]methyl}phenyl)-2-methylpropanoic acid ClC=1C=CC(=C(C1)C(C(=O)O)(C)C)CN1[C@@](C2=C(C=C(C=C2C1=O)[C@](CC)(C1CCOCC1)O)F)(OC)C1=CC=C(C=C1)Cl